CC(C)C1=C(C=CC=C1)O (1-methylethyl)phenol